8-azapurine N1=CN=C2N=NNC2=C1